C1(CC1)C(=O)NC1=NC=C(C(=O)NC([2H])([2H])[2H])C(=C1)NC1=NN(C2=CC=C(C(=C12)OC)[C@H](C(F)(F)F)O)C |o1:31| (R*)-6-(cyclopropanecarboxamido)-4-((4-methoxy-1-methyl-5-(2,2,2-trifluoro-1-hydroxyethyl)-1H-indazol-3-yl)amino)-N-(methyl-d3)nicotinamide